(R)-tert-butyl 2-((4-((3-chloro-4-(pyridin-2-ylmethoxy)phenyl)amino)-6-nitroquinazolin-7-yl)ethynyl)-2-methylpyrrolidine-1-carboxylate ClC=1C=C(C=CC1OCC1=NC=CC=C1)NC1=NC=NC2=CC(=C(C=C12)[N+](=O)[O-])C#C[C@@]1(N(CCC1)C(=O)OC(C)(C)C)C